ClC1=CC=C2C(=N1)C(=CS2)C2=CC(=NC=C2)C#N 4-(5-chlorothieno[3,2-b]pyridin-3-yl)picolinonitrile